ethyl 7-oxo-2-(2,2,2-trifluoroacetamido)-4,5,6,7-tetrahydrobenzo[b]thiophene-3-carboxylate O=C1CCCC2=C1SC(=C2C(=O)OCC)NC(C(F)(F)F)=O